CC=1C=C(C=CC1NC1=NNC(=C1)C=1SC=CC1)O 3-methyl-4-((5-(thiophen-2-yl)-1H-pyrazol-3-yl)amino)phenol